C(CC)N(C(C(=C)C)=O)CCC N,N-dipropylmethacrylamide